O=S1(C[C@H](NCC1)C1=CC=C(C=C1)NC(=O)NCC1=CC=C(C=C1)OC)=O (R)-1-(4-(1,1-dioxidothiomorpholin-3-yl)phenyl)-3-(4-methoxybenzyl)urea